5-chloro-2-(4-fluoro-2-methylphenoxy)-N-(4-fluoro-3-(N-hydroxycarbamoyl)phenyl)-4-(trifluoromethyl)benzamide ClC=1C(=CC(=C(C(=O)NC2=CC(=C(C=C2)F)C(NO)=O)C1)OC1=C(C=C(C=C1)F)C)C(F)(F)F